tert-butyl ((6-hydroxy-1-tosyl-5-(trifluoromethoxy)-1H-indol-2-yl)methyl)carbamate OC1=C(C=C2C=C(N(C2=C1)S(=O)(=O)C1=CC=C(C)C=C1)CNC(OC(C)(C)C)=O)OC(F)(F)F